2-chloro-N-(4-fluoro-3-methylphenyl)-3-(2-(((3S,4R)-4-hydroxytetrahydrofuran-3-yl)amino)-2-oxoacetyl)-5,6,7,8-tetrahydroindolizine-1-carboxamide ClC=1C(=C2CCCCN2C1C(C(=O)N[C@H]1COC[C@@H]1O)=O)C(=O)NC1=CC(=C(C=C1)F)C